C1OCC12CN(C2)CC=2C=CC(=NC2OC)C=2C(=C(C=CC2)C2=C(C(=NC=C2)C2=CC(=C(CN1CC3(COC3)C1)C=C2)OC)Cl)C(F)(F)F 6-(4-(4-(3-(5-((2-oxa-6-azaspiro[3.3]heptan-6-yl)methyl)-6-methoxypyridin-2-yl)-2-(trifluoromethyl)phenyl)-3-chloropyridin-2-yl)-2-methoxybenzyl)-2-oxa-6-azaspiro[3.3]heptane